2-(1-methyl-1H-pyrazol-5-yl)[1,2,4]triazolo[1,5-a]pyridin-6-amine CN1N=CC=C1C1=NN2C(C=CC(=C2)N)=N1